4-(trifluoromethyl)picolinamide formic acid salt C(=O)O.FC(C1=CC(=NC=C1)C(=O)N)(F)F